[(5-methylfuran-2-yl)methyl]-3-{[6-(4-methylthiophen-3-yl)pyridazin-3-yl]amino}benzamide CC1=CC=C(O1)CC1=C(C(=O)N)C=CC=C1NC=1N=NC(=CC1)C1=CSC=C1C